CC(=CC1=CC=C(C=C1)C)C=CC(=CC1=CC=C(C=C1)C)C 4,4'-(2,5-dimethylhexa-1,3,5-triene-1,6-diyl)bis(methylbenzene)